3-((2-((1-methyl-1H-pyrazol-3-yl)amino)pyrimidin-5-yl)ethynyl)benzamide CN1N=C(C=C1)NC1=NC=C(C=N1)C#CC=1C=C(C(=O)N)C=CC1